3β,5a-dihydroxy-7β,19-epoxy-stigmastan-6-one O[C@@H]1C[C@@]2(C([C@H]3[C@H]4[C@@H]5CC[C@H]([C@@H](CC[C@@H](CC)C(C)C)C)[C@]5(CC[C@@H]4[C@]2(CC1)CO3)C)=O)O